(1,3-Dimethyl-azetidin-3-yl)-(4-methylamino-phenyl)-(3-pyrrolidin-1-yl-phenyl)-methanol CN1CC(C1)(C)C(O)(C1=CC(=CC=C1)N1CCCC1)C1=CC=C(C=C1)NC